2-(6-chloropyrimidin-4-yl)-6-methyl-2-azaspiro[3.3]heptan-6-ol ClC1=CC(=NC=N1)N1CC2(C1)CC(C2)(O)C